Chloro(2-di-tert-butylphosphino-2',4',6'-tri-isopropyl-1,1'-biphenyl) ClC=1C(=C(C=CC1)C1=C(C=C(C=C1C(C)C)C(C)C)C(C)C)P(C(C)(C)C)C(C)(C)C